N(=[N+]=[N-])N1[C@@H](CCC1)C(=O)O azidoprolinic acid